ClC1=CNC2=NC=C3C(=C21)N(C(=N3)CC(=O)NCC(C)(C)O)C3CCC(CC3)CC#N 2-(8-chloro-1-((1r,4r)-4-(cyanomethyl)cyclohexyl)-1,6-dihydroimidazo[4,5-d]Pyrrolo[2,3-b]Pyridin-2-yl)-N-(2-hydroxy-2-methyl-Propyl)acetamide